1-(tetrahydro-2H-pyran-4-yl)-N-(2,2,2-trifluoro-1-(4-fluorophenyl)ethyl)methanesulfonamide O1CCC(CC1)CS(=O)(=O)NC(C(F)(F)F)C1=CC=C(C=C1)F